FC(C=1C=C(C=C(C1)C(F)(F)F)N=C=O)(F)F 3,5-bistrifluoromethylphenyl isocyanate